ClC1=CC=C(C=C1)N1N=C(C(=C1)C)C1SCCCS1 1-(4-chlorophenyl)-3-(1,3-dithian-2-yl)-4-methyl-1H-pyrazole